alpha-methylpentanedioic acid CC(C(=O)O)CCC(=O)O